rac-(3s,4s,5r)-3-(cyclopropylmethyl)-4-nitro-5-phenylpyrrolidin-2-one C1(CC1)C[C@@H]1C(N[C@@H]([C@H]1[N+](=O)[O-])C1=CC=CC=C1)=O |r|